C(C1=CC=CC=C1)OC=1C=C2C(=CNC2=CC1)CCN1C(C2=CC=CC=C2C1=O)=O 2-(2-(5-(benzyloxy)-1H-indol-3-yl)ethyl)isoindoline-1,3-dione